trans-2-[4-[5-Methyl-4-(2,4,6-trimethylphenyl)-1,2,4-triazol-3-yl]cyclohexyl]oxypyridin CC=1N(C(=NN1)[C@@H]1CC[C@H](CC1)OC1=NC=CC=C1)C1=C(C=C(C=C1C)C)C